(S)-3-iodo-8-methyl-6-((3-methylpiperidin-1-yl)methyl)-4H-chromen-4-one IC1=COC2=C(C=C(C=C2C1=O)CN1C[C@H](CCC1)C)C